FC(N1N=NC2=C1C=CC(=C2)OC2=C(C(=C(N)C=C2)F)C)F 4-((1-(difluoromethyl)-1H-benzo[d][1,2,3]triazol-5-yl)oxy)-2-fluoro-3-methylaniline